CC1=NC(=NN1)C dimethyl-1,2,4-triazole